BrC=1C(N(C=2N(C1)C=C(N2)C(=O)N2C[C@H]([C@@]1(CC2)NCC2=CC=CC=C2C1)O)C)=O 6-bromo-2-{[(3R,3'R)-3'-hydroxy-1,4-dihydro-1'H,2H-spiro[isoquinoline-3,4'-piperidin]-1'-yl]carbonyl}-8-methylimidazo[1,2-a]pyrimidin-7(8H)-one